OCCOCCOCCOCCOC1=CC=C(C=C1)C1CCN(CC1)S(=O)(=O)C1=CC=C2C(N(C=NC2=C1)CC(=O)OC(C)(C)C)=O tert-butyl 2-(7-((4-(4-(2-(2-(2-(2-hydroxyethoxy)ethoxy)ethoxy)ethoxy)phenyl)piperidin-1-yl)sulfonyl)-4-oxoquinazolin-3(4H)-yl)acetate